C1(=CC=CC=C1)P(C1=C(SC(=C1P(C1=CC=CC=C1)C1=CC=CC=C1)C1CCCCC1)C1CCCCC1)C1=CC=CC=C1 3,4-bis(diphenylphosphino)-2,5-dicyclohexylthiophene